CC1=CC=2C3=C(NC2C=C1)C(N(C=N3)CCC(=O)NCCCC3=CC(=CC=C3)C(F)(F)F)=O 3-(8-methyl-4-oxo-4,5-dihydro-3H-pyrimido[5,4-b]indol-3-yl)-N-(3-(3-(trifluoromethyl)phenyl)propyl)propanamide